4-benzyloxy-2-(4,4-dimethoxycyclohexyl)-1-(4-fluorophenyl)indole C(C1=CC=CC=C1)OC1=C2C=C(N(C2=CC=C1)C1=CC=C(C=C1)F)C1CCC(CC1)(OC)OC